didodecyl-6,6'-((5-((dimethylamino)methyl)-1,3-phenylene)bis(oxy))dihexanoate C(CCCCCCCCCCC)OC(CCCCCOC=1C=C(C=C(C1)CN(C)C)OCCCCCC(=O)OCCCCCCCCCCCC)=O